C(CCCCCCC)C=1C=NC2=C3N=CC=CC3=CC=C2C1 3-octyl-1,10-phenanthroline